methyl 6-[[6-(methylcarbamoyl)-1-naphthyl]oxy]pyridine-3-carboxylate CNC(=O)C=1C=C2C=CC=C(C2=CC1)OC1=CC=C(C=N1)C(=O)OC